2'-((3-(((S)-tetrahydrofuran-3-yl)methoxy)-1H-pyrazol-4-yl)amino)spiro[cyclopropane-1,5'-pyrrolo[2,3-d]pyrimidin]-6'(7'H)-one O1C[C@H](CC1)COC1=NNC=C1NC=1N=CC2=C(N1)NC(C21CC1)=O